(5-(2,4,6-triethylphenyl)-2-(2,6-diisopropylphenyl)-2,3-dihydroimidazo[1,5-a]pyridin-3-yl)gold(I) chloride C(C)C1=C(C(=CC(=C1)CC)CC)C1=CC=CC=2N1C(N(C2)C2=C(C=CC=C2C(C)C)C(C)C)[Au-]Cl